C1(=CC=CC=C1)C1=CC(=CC(=C1)N1C=2C=CC(=CC2B2N3C4=C(C=C(C=C4C=4C2=C1C=C(C4C)Cl)C4=C(C=C(C=C4C)C)C)C=4C=C(C=CC43)C4=C(C=C(C=C4C)C)C)C4=C(C=C(C=C4C)C)C)C4=CC=CC=C4 5-([1,1':3',1''-terphenyl]-5'-yl)-7-chloro-2,10,13-trimesityl-8-methyl-5H-5,15b-diaza-15c-borabenzo[gh]indeno[1,2,3-no]tetraphene